2-((6-(2,5-dihydrofuran-3-yl)-4-methylpyridin-3-yl)amino)-7-methyl-9-(tetrahydro-2H-pyran-4-yl)-7,9-dihydro-8H-purin-8-one O1CC(=CC1)C1=CC(=C(C=N1)NC1=NC=C2N(C(N(C2=N1)C1CCOCC1)=O)C)C